4-(3-azabicyclo[3.1.1]heptan-6-yl)-2-(2,6-dioxopiperidin-3-yl)-5,7-difluoroisoindoline-1,3-dione C12CNCC(C1C1=C3C(N(C(C3=C(C=C1F)F)=O)C1C(NC(CC1)=O)=O)=O)C2